[Cu].[Ni].[Li] lithium nickel-copper